FC1=C(C=CC(=C1)N1CCOCC1)NC1=NC2=C3C(=CC=C2C=N1)ON=C3C(C)C N-(2-fluoro-4-morpholinophenyl)-9-isopropylisoxazolo[5,4-h]quinazolin-2-amine